1-[6-[2-chloro-3-(2,3-dichloro-4-pyridyl)phenyl]-2-methoxy-3-pyridyl]-N-methyl-methanamine ClC1=C(C=CC=C1C1=C(C(=NC=C1)Cl)Cl)C1=CC=C(C(=N1)OC)CNC